4-(Benzyloxy)-N-[3-(3-cyclohexylpropoxy)phenyl]-2-methylaniline C(C1=CC=CC=C1)OC1=CC(=C(NC2=CC(=CC=C2)OCCCC2CCCCC2)C=C1)C